O1[C@H](CCC1)CNC1=C(C=C(C=C1)C1=NNC(OC1)=O)C(F)(F)F 5-[4-({[(2R)-oxolan-2-yl]methyl}amino)-3-(trifluoromethyl)phenyl]-3,6-dihydro-2H-1,3,4-oxadiazin-2-one